FC(C=1C(=C(C=CC1)[C@@H](C)NC=1C2=C(N=C(N1)C)OC(C(=C2)C(=O)OC)=O)F)F (R)-methyl 4-((1-(3-(difluoromethyl)-2-fluorophenyl) ethyl) amino)-2-methyl-7-oxo-7H-pyrano[2,3-d]pyrimidine-6-carboxylate